COC1=CC=C(C=C1)N2C(=O)C=CC2=O N-(p-methoxyphenyl)maleimide